(3',5'-diphenyl-1,1':2',1''-terphenyl-3''-yl)-(4-naphthalen-2-yl-phenyl)-(phenanthren-9-yl)-amine C1(=CC=CC=C1)C1=C(C(=CC(=C1)C1=CC=CC=C1)C1=CC=CC=C1)C1=CC(=CC=C1)N(C=1C2=CC=CC=C2C=2C=CC=CC2C1)C1=CC=C(C=C1)C1=CC2=CC=CC=C2C=C1